ONC(C1=CC=C(C=C1)CN1C(CCCC1)C1=CC(=CC=C1)OC)=O N-hydroxy-4-((2-(3-methoxyphenyl)piperidin-1-yl)methyl)benzamide